C(CCCCCCCCCCCCCCCCC)N Stearyl-Amin